ClC=1C=CC(=C(C1)C1=CC=C(C=C1)C[C@@H]1C[C@](C(N1)=O)(COC1OCCCC1)C)F (3S,5R)-5-((5'-Chloro-2'-fluoro-[1,1'-biphenyl]-4-yl)methyl)-3-methyl-3-(((tetrahydro-2H-pyran-2-yl)oxy)methyl)pyrrolidin-2-one